CC1=NN2C(N(CCC2)C(CCC(=O)NC2=NC=C(C=N2)C2=CC=CC=C2)=O)=C1 4-{2-methyl-5H,6H,7H-pyrazolo[1,5-a]pyrimidin-4-yl}-4-oxo-N-(5-phenylpyrimidin-2-yl)butanamide